NC1=C(C(=NN1CC(=O)N1C[C@@]2(CC1)C1=C(NC(O2)=O)C=CC(=C1F)Cl)C1=CC=CC=C1)Cl (R)-1'-(2-(5-Amino-4-chloro-3-phenyl-1H-pyrazol-1-yl)acetyl)-6-chloro-5-fluorospiro[benzo[d][1,3]oxazine-4,3'-pyrrolidin]-2(1H)-one